6'-amino-N-(2-cyclopentyl-6-morpholino-2H-indazol-5-yl)-[2,3'-bipyridine]-6-carboxamide 2,2,2-trifluoroacetate FC(C(=O)O)(F)F.NC1=CC=C(C=N1)C1=NC(=CC=C1)C(=O)NC1=CC2=CN(N=C2C=C1N1CCOCC1)C1CCCC1